sodium 1-pentanesulfonate C(CCCC)S(=O)(=O)[O-].[Na+]